O=C1N(C([C@@H]2C3C=CC([C@H]12)C3)=O)CCCCCC(=O)O 6-((3aR,7aS)-1,3-dioxo-1,3,3a,4,7,7a-hexahydro-2H-4,7-methanoisoindol-2-yl)hexanoic acid